2-(4-Fluorophenoxy)-N-[3-[5-[3-cis-(trifluoromethoxy)cyclobutyl]-1,3,4-oxadiazol-2-yl]-1-bicyclo[1.1.1]pentanyl]acetamide FC1=CC=C(OCC(=O)NC23CC(C2)(C3)C=3OC(=NN3)C3(CCC3)OC(F)(F)F)C=C1